ClC1=C(C(=CC=C1)N1CCN(CC1)C(C)C)NC(=O)N1CCC(CC1)(C1=NOC(=N1)C1(CC1)C)C N-{2-chloro-6-[4-(propan-2-yl)piperazin-1-yl]phenyl}-4-methyl-4-[5-(1-methylcyclopropyl)-1,2,4-oxadiazol-3-yl]piperidine-1-carboxamide